2-[6-[(2-methyl-3,4-dihydro-1H-isoquinolin-7-yl)amino]pyrazolo[3,4-d]pyrimidin-1-yl]propan-1-ol trifluoroacetate FC(C(=O)O)(F)F.CN1CC2=CC(=CC=C2CC1)NC1=NC=C2C(=N1)N(N=C2)C(CO)C